Phenoxid [O-]C1=CC=CC=C1